C(C)(C)(C)OC(=O)NC1CCC(CC1)C(=O)O (1r,4r)-4-[[(tert-butoxy)carbonyl]amino]cyclohexane-1-carboxylic acid